[N+](=O)([O-])C=1C=CC=C(C1)N1N=NN=C1 5-nitrophenyl-1H-tetrazole